N-(2-bromoethyl)-N-[[6-tert-butoxy-4-(trifluoromethyl)-2-pyridinyl]methyl]-2-nitro-benzenesulfonamide BrCCN(S(=O)(=O)C1=C(C=CC=C1)[N+](=O)[O-])CC1=NC(=CC(=C1)C(F)(F)F)OC(C)(C)C